C(CCC)C(COC(CCCCC(=O)N(CCN(C)C)C(CCCCC(=O)OCCCCCCCCCCCCC)CCCCCCCCCC)=O)CCCCCC tridecyl 6-{6-[(2-butyloctyl)oxy]-N-[2-(dimethylamino)ethyl]-6-oxohexanamido}hexadecanoate